CN(C)CC=1C=C(C=C(C1)N1[C@@H](CCC1)C)C=1N=C2C(=NC1)N(C=C2C=2C=NN(C2)C2CCN(CC2)C)C(=O)OC(C)(C)C tert-butyl (R)-2-(3-((dimethylamino) methyl)-5-(2-methylpyrrolidin-1-yl) phenyl)-7-(1-(1-methylpiperidin-4-yl)-1H-pyrazol-4-yl)-5H-pyrrolo[2,3-b]pyrazine-5-carboxylate